C1(CC1)C1=CC=CC(N1C=1C=NC(=CC1C)OCC)=O 6-cyclopropyl-1-(6-ethoxy-4-methyl-3-pyridyl)-2-oxo-pyridine